(2s,3s)-1,2-epoxy-3-(tert-butoxycarbonylamino)-5-methylhexane C(C)(C)(C)OC(=O)N[C@H]([C@H]1CO1)CC(C)C